(R)-2-(4-cyclopropyl-6-methoxypyrimidin-5-yl)-N-(3-fluoro-4-(3-methoxypyridin-2-yl)phenyl)-4,5,6,7-tetrahydropyrazolo[1,5-a]pyridin-4-amine C1(CC1)C1=NC=NC(=C1C1=NN2C([C@@H](CCC2)NC2=CC(=C(C=C2)C2=NC=CC=C2OC)F)=C1)OC